N[C@H]1CN(CC1)CCCC(=O)OCC ethyl (R)-4-(3-aminopyrrolidin-1-yl)butanoate